N[C@H]1CN(CC12CC2)CCCC(=O)N2CCN(CC2)C=2C(=CC1=C(C(C=3NC4=CC(=CC=C4C3C1=O)C#N)(C)C)C2)CC 8-(4-{4-[(7R)-7-amino-5-azaspiro[2.4]heptan-5-yl]butanoyl}piperazin-1-yl)-9-ethyl-6,6-dimethyl-11-oxo-5H,6H,11H-benzo[b]carbazole-3-carbonitrile